7-Bromo-4-fluoropyrazolo[1,5-a]pyridine-3-carboxylic acid ethyl ester C(C)OC(=O)C=1C=NN2C1C(=CC=C2Br)F